N-(5-(2,2-dimethyl-2,3-dihydro-[1,4]dioxino[2,3-b]pyridin-6-yl)-4-((6-(methylsulfonyl)-4-(5-azaspiro[2.4]heptan-5-yl)pyridin-2-yl)amino)pyridin-2-yl)acetamide CC1(OC=2C(=NC(=CC2)C=2C(=CC(=NC2)NC(C)=O)NC2=NC(=CC(=C2)N2CC3(CC3)CC2)S(=O)(=O)C)OC1)C